5-(3-(trifluoromethoxy)phenyl)-N-(3-(2-(4-methylpiperazin-1-yl)propyl)-1,2,4-thiadiazol-5-yl)thiophene-3-carboxamide FC(OC=1C=C(C=CC1)C1=CC(=CS1)C(=O)NC1=NC(=NS1)CC(C)N1CCN(CC1)C)(F)F